(2R)-N-(5-(1-amino-3-cyclopropyl-1-(pyridin-2-yl)propyl)-2-fluorophenyl)-4-ethyl-4-hydroxypyrrolidine-2-Formamide NC(CCC1CC1)(C1=NC=CC=C1)C=1C=CC(=C(C1)NC(=O)[C@@H]1NCC(C1)(O)CC)F